ClC1=C(C(=O)C=2C=NN(C2C2=C(C(=NN2C)C)C(=O)[O-])C)C=CC(=C1CN1N=C(C=C1C)C)S(=O)(=O)C 4-{2-Chloro-3-[(3,5-dimethyl-1H-pyrazol-1-yl)methyl]-4-(methylsulfonyl)benzoyl}-1-methyl-1H-pyrazol-5-yl-1,3-dimethyl-1H-pyrazole-4-carboxylat